tert-butyl [(1R)-1-{3-[(2R*)-1,1-difluoro-2-hydroxy-2-methylbutyl]-2-fluorophenyl}ethyl]carbamate FC([C@](CC)(C)O)(F)C=1C(=C(C=CC1)[C@@H](C)NC(OC(C)(C)C)=O)F |o1:2|